2-methyl-p-phenylenediamine sulfate S(=O)(=O)(O)O.CC1=C(C=CC(=C1)N)N